C1=CC2=C(C=CNC2=O)C(=C1)O The molecule is an isoquinolinol that is isoquinoline in which the hydrogens at positions 1 and 5 are replaced by hydroxy groups. It has a role as an EC 2.4.2.30 (NAD(+) ADP-ribosyltransferase) inhibitor.